N(=NC(C#N)(CCCC)C)C(C#N)(CCCC)C 2,2'-azobis(2-methylcapronitrile)